p-chlorobenzenesulfinic acid tetramethylammonium salt C[N+](C)(C)C.ClC1=CC=C(C=C1)S(=O)[O-]